COC=1C=C(C=CC1N1CCN(CC1)C)NC1=NC=CC(=C1)N1C2=C(OCC1)C=NC(=C2)C2=NC(=CC=C2)C N-(3-methoxy-4-(4-methylpiperazin-1-yl)phenyl)-4-(7-(6-methylpyridin-2-yl)-2,3-dihydro-1H-pyrido[3,4-b][1,4]oxazin-1-yl)pyridin-2-amine